N1(C=NC=C1)CCNC 2-(1H-imidazol-1-yl)-N-methylethan-1-amine